Cl.NCCC(=O)OC(C)(C)C tert-Butyl 3-aminopropanoate HCl salt